2-[4-[[(1R,3R)-3-hydroxycyclopentyl]amino]phthalazin-1-yl]-5-(trifluoromethyl)phenol O[C@H]1C[C@@H](CC1)NC1=NN=C(C2=CC=CC=C12)C1=C(C=C(C=C1)C(F)(F)F)O